N1=C(C=CC=2CCCCC12)C#N 5,6,7,8-tetrahydroquinoline-2-carbonitrile